BrC=1C=C2C(C(N(C2=CC1C(=O)OC)C)=O)(C)OC Methyl 5-bromo-3-methoxy-1,3-dimethyl-2-oxoindoline-6-carboxylate